O1C(CCC1)C(=O)O Oxacyclopentane-2-carboxylic acid